CN(CCCCCC(=O)N[C@H]1C[C@@H](N(C1)C(=O)OC(C)(C)C)C(=O)OC)C 1-(tert-butyl) 2-methyl (2R,4S)-4-(6-(dimethylamino)hexanamido)pyrrolidine-1,2-dicarboxylate